(1aRS,7bSR)-5-{2-[((S)-1-ethylpyrrolidin-3-yl)amino]-benzenesulfonylamino}-1,1a,2,7b-tetrahydrocyclopropa-[c]chromene-4-carboxylic acid C(C)N1C[C@H](CC1)NC1=C(C=CC=C1)S(=O)(=O)NC1=CC=C2[C@@H]3[C@H](COC2=C1C(=O)O)C3 |&1:22,23|